C(C)(C)(C)OC(=O)N(C1=NN(C2=CC=C(C=C12)Br)C(=O)OC(C)(C)C)C(=O)OC(C)(C)C tert-butyl 3-(bis(tert-butoxycarbonyl)amino)-5-bromo-1H-indazole-1-carboxylate